ClC1=NC2=C(C=CN=C2C(=C1)C)OC1COC1 chloro-4-methyl-8-(oxetan-3-yloxy)-1,5-naphthyridine